1-{3-[(5-Methyl-1H-imidazol-1-yl)methyl]-4-phenoxyphenyl}-3-(3-methylphenyl)-1,3,5-triazinan-2,4,6-trion CC1=CN=CN1CC=1C=C(C=CC1OC1=CC=CC=C1)N1C(N(C(NC1=O)=O)C1=CC(=CC=C1)C)=O